C(C)(C)(C)OC(=O)N1[C@H](CC[C@@H](C1)C)C=1C=CC2=CN(N=C2C1)C.COC=1SC(=CC1)\C=C\[N+](=O)[O-] (E)-2-methoxy-5-(2-nitrovinyl)thiophene tert-butyl-(2R,5S)-5-methyl-2-(2-methylindazol-6-yl)piperidine-1-carboxylate